O([C@H]1[C@H](O)[C@@H](O)[C@H](O)[C@H](O1)CO)CCCCCCCCCCCC n-Dodecyl β-D-Glucopyranoside